C=CC1=CC=C(C=C1)S(=O)(=O)O.C(C)(C)N(C(C)C)CC N,N-diisopropylethylamine p-styrenesulfonate